5-(4-Amino-2,6-dichlorophenoxy)-1-(pyridin-4-ylmethyl)pyridin-2(1H)-one NC1=CC(=C(OC=2C=CC(N(C2)CC2=CC=NC=C2)=O)C(=C1)Cl)Cl